1-(1-methyl-1H-tetrazol-5-yl)-2-((6-(methylsulfonyl)pyridin-2-yl)methoxy)-1H-benzo[D]imidazole CN1N=NN=C1N1C(=NC2=C1C=CC=C2)OCC2=NC(=CC=C2)S(=O)(=O)C